ethyl-naphthol sodium salt [Na].C(C)C1=C(C2=CC=CC=C2C=C1)O